N1N=CC(=C1)C=1C=C(C(=O)O)C=CC1 3-(1H-pyrazole-4-yl)benzoic acid